O=C1NC(CCC1C1=NN(C2=C(C=CC=C12)N1CCC(CC1)CN1[C@H]2CN([C@@H](C1)C2)C(=O)OC(C)(C)C)C)=O tert-butyl (1r,4r)-5-((1-(3-(2,6-dioxopiperidin-3-yl)-1-methyl-1H-indazol-7-yl) piperidin-4-yl) methyl)-2,5-diazabicyclo[2.2.1]heptane-2-carboxylate